(S)-5-(tert-butyl)-11-(difluoromethoxy)-1-(2,4-dimethoxybenzyl)-9-methoxy-2-oxo-1,2,5,6-tetrahydropyrido[2',1':2,3]imidazo[4,5-h]quinoline-3-carboxylic acid C(C)(C)(C)[C@H]1C=2C=C(C(N(C2C2=C(C1)N1C(=N2)C(=CC(=C1)OC)OC(F)F)CC1=C(C=C(C=C1)OC)OC)=O)C(=O)O